5,6,7,8-tetrahydrocycloheptapyridin N1=CC=CC2=C1CCCCC2